BrC1=C(C(=O)Cl)C=C(C=C1Br)F 2,3-dibromo-5-fluorobenzoyl chloride